OCCC1=CC(=NN1C1=CC=C(C=C1)OC(F)(F)F)N1CCN(CC1)C(=O)OC(C)(C)C tert-butyl 4-[5-(2-hydroxyethyl)-1-[4-(trifluoromethoxy)phenyl] pyrazol-3-yl]piperazine-1-carboxylate